F[P-](F)(F)(F)(F)F.C(CCCCCCC)N1CN(C=C1)C 1-Octyl-3-methylimidazole hexafluorophosphate